N-(2-(3,3-dimethyl-2-(4-chlorophenyl)cyclobut-1-en-1-yl)phenyl)acetamide CC1(C(=C(C1)C1=C(C=CC=C1)NC(C)=O)C1=CC=C(C=C1)Cl)C